l-N-ethyl-tetrahydrocarbazole C(C)N1C2=CC=CC=C2C=2CCCCC12